zinc(II) difluoromethanesulfinate FC(S(=O)[O-])F.[Zn+2].FC(S(=O)[O-])F